2-Ethylsulfanyl-N-[(3-fluorophenyl)-methyl]-6-[(3S)-3-(methoxymethyl)-morpholin-4-yl]-4-methyl-pyridine-3-carboxylic acid amide C(C)SC1=NC(=CC(=C1C(=O)NCC1=CC(=CC=C1)F)C)N1[C@H](COCC1)COC